N-(2-chloro-5-(3-cyano-4-((1-phenylcyclopropyl)amino)quinolin-6-yl)pyridin-3-yl)methanesulfonamide ClC1=NC=C(C=C1NS(=O)(=O)C)C=1C=C2C(=C(C=NC2=CC1)C#N)NC1(CC1)C1=CC=CC=C1